CN1C=NC=2N=CN(C(C12)=O)CC1=NC(=NO1)C1[C@H]2CN(C[C@@H]12)C1=CC=C(C=C1)Cl 7-methyl-1-[[3-[(1R,5S,6R)-3-(4-chlorophenyl)-3-azabicyclo[3.1.0]hexan-6-yl]-1,2,4-oxadiazol-5-yl]methyl]purin-6-one